1,5-anhydro-2,3-dideoxy-3-(((7-(3-fluoro-4-((4-hydroxybenzyl)carbamoyl)-benzyl)-4-methoxy-2,3-dihydro-1H-inden-5-yl)carbonyl)amino)-L-threo-pentitol FC=1C=C(CC=2C=C(C(=C3CCCC23)OC)C(=O)N[C@H]2CCOC[C@@H]2O)C=CC1C(NCC1=CC=C(C=C1)O)=O